C(C1=CC=CC=C1)OC1=CC=C2CCCC(C2=C1)NCC#C 7-benzyloxy-N-(prop-2-yn-1-yl)-1,2,3,4-tetrahydronaphthalen-1-amine